COC(=O)C1=NC=C(N=C1Cl)C1=NN(C=C1)C 3-chloro-5-(1-methyl-1H-pyrazol-3-yl)pyrazine-2-carboxylic acid methyl ester